CN1N=C2C=C(C=CC2=C1C)N 2,3-Dimethyl-2H-indazol-6-amine